N-(2-aminoethyl)thiomorpholine NCCN1CCSCC1